CN1N=C(C=C1C(=O)O)C(F)(F)F 2-methyl-5-(trifluoromethyl)pyrazole-3-carboxylic acid